tert-butyl N-(2-{[(2S)-2-(4-chlorophenoxy)propanamidyl]oxy}ethyl)carbamate ClC1=CC=C(O[C@H](C(=O)NOCCNC(OC(C)(C)C)=O)C)C=C1